4-fluoro-3-[(Z)-2-fluoro-2-{5-[(oxacyclohex-4-yl)amino]pyridin-3-yl}ethenyl]-N-[(1S,2S)-2-hydroxycyclohexyl]benzamide FC1=C(C=C(C(=O)N[C@@H]2[C@H](CCCC2)O)C=C1)\C=C(\C=1C=NC=C(C1)NC1CCOCC1)/F